ClC=1C=2N(C=C(C1)NC(=O)C=1SC(=CC1F)C1CCNCC1)C=C(N2)C N-[8-chloro-2-methylimidazo[1,2-a]pyridin-6-yl]-3-fluoro-5-(piperidin-4-yl)thiophene-2-carboxamide